3-[5-[3-(dimethoxymethyl)azetidin-1-yl]-1-oxo-isoindolin-2-yl]Piperidine-2,6-dione COC(C1CN(C1)C=1C=C2CN(C(C2=CC1)=O)C1C(NC(CC1)=O)=O)OC